1-((1R,6S)-trimethylcyclohexyl)-3-hexanol CC1([C@](CCCC1)(CCC(CCC)O)C)C